BrC1=CC(=C(S1)C(C)=O)C 1-(5-bromo-3-methylthiophene-2-yl)ethan-1-one